cis-cyclohexane-1,2-dicarboxamide [C@@H]1([C@H](CCCC1)C(=O)N)C(=O)N